BrC1=CC2=C(S1)CCC=C2 2-bromo-6,7-dihydrobenzo[b]thiophen